ethoxy-5-[(2R)-2-ethyl-4-[7-(trifluoromethyl)-2,3-dihydro-1H-indole-1-carbonyl]piperazin-1-yl]-N-[(3S)-1-methylpyrrolidin-3-yl]-[2,3'-bipyridine]-6-carboxamide C(C)OC=1C(=NC(=C(C1)N1[C@@H](CN(CC1)C(=O)N1CCC2=CC=CC(=C12)C(F)(F)F)CC)C(=O)N[C@@H]1CN(CC1)C)C=1C=NC=CC1